BrC1=CC(=C(C(=C1)F)C(C)N(C(OC(C)(C)C)=O)C)F tert-butyl (1-(4-bromo-2,6-difluorophenyl)ethyl)(methyl)carbamate